5-(4-cyano-2-methoxyphenyl)-6,7-dihydro-5H-pyrrolo[1,2-c]imidazole-5-carboxylate C(#N)C1=CC(=C(C=C1)C1(CCC=2N1C=NC2)C(=O)[O-])OC